CC1=CC(=NC(N1)=O)C dimethylpyrimidinone